O=C1NC(CCC1N1C(N(C2=C1C=CC=C2N2CCN(CC2)[C@H]2[C@H](CN(CC2)C(=O)OC(C)(C)C)F)C)=O)=O tert-butyl (3S,4R)-4-[4-[1-(2,6-dioxo-3-piperidyl)-3-methyl-2-oxo-benzimidazol-4-yl]piperazin-1-yl]-3-fluoro-piperidine-1-carboxylate